C(C)(C)C1=C(C2=C(C=C3C=NNC3=C2)N1C1=CC=CC=C1)C1=CC=C(C(=O)O)C=C1 4-(6-isopropyl-5-phenyl-1H-pyrrolo[2,3-f]indazol-7-yl)benzoic Acid